N-(3-bromopyrazolo[1,5-a]pyridin-5-yl)-4-cyanobutanamide BrC=1C=NN2C1C=C(C=C2)NC(CCCC#N)=O